1-(azetidin-1-yl)-2-(((2S,3R,4S,5R,6R)-3,5-dihydroxy-6-(hydroxymethyl)-4-(4-(3,4,5-trifluorophenyl)-1H-1,2,3-triazol-1-yl)tetrahydro-2H-pyran-2-yl)thio)-3-hydroxy-3-methylbutan-1-one N1(CCC1)C(C(C(C)(C)O)S[C@@H]1O[C@@H]([C@@H]([C@@H]([C@H]1O)N1N=NC(=C1)C1=CC(=C(C(=C1)F)F)F)O)CO)=O